C1(=CC=CC=C1)N1N=C(C=C1N)C(F)(F)F 1-phenyl-3-(trifluoromethyl)-1H-pyrazole-5-amine